5-[6-[(4aS,8aR)-6-methyl-3,4a,5,7,8,8a-hexahydro-2H-pyrido[4,3-b][1,4]oxazin-4-yl]-4-methyl-pyridazin-3-yl]indan-4-ol CN1C[C@H]2[C@H](OCCN2C2=CC(=C(N=N2)C2=C(C=3CCCC3C=C2)O)C)CC1